C(C)OC(C1=C(C=CC(=C1)F)C=1C=2N(C=C(C1)C1CN(C1)[C@@H](C(C)C)CCC=O)C(=NC2)C)=O 5-Fluoro-2-(3-methyl-6-{1-[(3R)-2-methyl-6-oxohexan-3-yl]azetidin-3-yl}imidazo[1,5-a]pyridin-8-yl)benzoic acid ethyl ester